diphenyl-p-tert-butylphenylsulfonium trifluoromethanesulfonic acid salt FC(S(=O)(=O)[O-])(F)F.C1(=CC=CC=C1)[S+](C1=CC=C(C=C1)C(C)(C)C)C1=CC=CC=C1